6-chloro-N-(4-methyl-3-((3-(9-(tetrahydro-2H-pyran-2-yl)-9H-purin-6-yl)pyridin-2-yl)amino)phenyl)-4-(trifluoro-methyl)picolinamide ClC1=CC(=CC(=N1)C(=O)NC1=CC(=C(C=C1)C)NC1=NC=CC=C1C1=C2N=CN(C2=NC=N1)C1OCCCC1)C(F)(F)F